1-[3-acetyl-6-[5-[[6-(difluoromethoxy)pyridazin-3-yl]amino]benzimidazol-1-yl]-2-pyridyl]-5-methyl-pyrazole-3-carbonitrile C(C)(=O)C=1C(=NC(=CC1)N1C=NC2=C1C=CC(=C2)NC=2N=NC(=CC2)OC(F)F)N2N=C(C=C2C)C#N